C(CCCCCCCCCCC(=O)O)(=O)O.NCCCCCN pentamethylenediamine dodecanedioate